copper-zinc-boron [B].[Zn].[Cu]